ClC=1C=CC=2N(C1)C(=CN2)C2=NC=CC(=N2)N2C[C@@H](C[C@H](C2)C)N (3R,5R)-1-(2-(6-chloroimidazo[1,2-a]pyridin-3-yl)pyrimidin-4-yl)-5-methylpiperidin-3-amine